COC=1C=C(C=C2C=NNC12)C1=C(N=C2N1C=C(N=C2)C2=CC(=CC=C2)C(F)(F)F)C(C)C 7-methoxy-5-{2-(propan-2-yl)-6-[3-trifluoromethylphenyl]imidazo[1,2-a]pyrazin-3-yl}-1H-indazole